2-(5,7-Difluoro-1-(2-fluorobenzyl)-1H-indazol-3-yl)-5-(phenyldiazenyl)pyrimidine-4,6-diamine FC=1C=C2C(=NN(C2=C(C1)F)CC1=C(C=CC=C1)F)C1=NC(=C(C(=N1)N)N=NC1=CC=CC=C1)N